[N+](=O)([O-])[Pt][N+](=O)[O-] dinitroplatinum